C(#N)[C@@H]1N(CCC2=C1C(=NN2C2=C(C=C(C=C2)C(C)C)C)C(=O)OCC)C(=O)OC(C)(C)C |r| (rac)-5-tert-butyl 3-ethyl 4-cyano-1-(4-isopropyl-2-methylphenyl)-4H,6H,7H-pyrazolo[4,3-c]pyridine-3,5-dicarboxylate